(S)-4-(cyclopropyl(4-(5,6,7,8-tetrahydro-1,8-naphthyridin-2-yl)butyl)amino)-2-(2-methyl-2-phenylpropanamido)butanoic acid C1(CC1)N(CC[C@@H](C(=O)O)NC(C(C)(C1=CC=CC=C1)C)=O)CCCCC1=NC=2NCCCC2C=C1